N1N=CC(=C1)CCNC1=NC(=NC(=C1C)C)C(=O)N1C(COCC1)C(F)(F)F (4-((2-(1H-pyrazol-4-yl)ethyl)amino)-5,6-dimethylpyrimidin-2-yl)(3-(trifluoromethyl)morpholino)meth-anone